FC1(C(N(C2=CC=C(C=C12)C)C)=O)C 3-fluoro-1,3,5-trimethylindolin-2-one